FC(C=1N=C2N(C(=CC=C2)NC2CCC(CC2)NC(=O)C=2C3=C(N=CN2)NC=C3)C1)(F)F N-[(1s,4s)-4-{[2-(trifluoromethyl)imidazo[1,2-a]pyridin-5-yl]amino}cyclohexyl]-7H-pyrrolo[2,3-d]pyrimidine-4-carboxamide